2-phenyl-2-(p-tolyl)acetaldehyde C1(=CC=CC=C1)C(C=O)C1=CC=C(C=C1)C